(S)-3-(6-Chloro-4-(trifluoromethyl)pyridin-2-yl)-N-(3-chloro-4-fluorophenyl)-N-methyl-2-oxooxazolidine-4-carboxamide ClC1=CC(=CC(=N1)N1C(OC[C@H]1C(=O)N(C)C1=CC(=C(C=C1)F)Cl)=O)C(F)(F)F